FC1=CC=C(COC=2C=C(C=CC2NS(=O)(=O)CC(F)(F)F)C2=NNC(=C2C(=O)N)NC=2C=NC(=CC2)C(F)(F)F)C=C1 3-(3-((4-fluorobenzyl)oxy)-4-((2,2,2-trifluoroethyl)sulfonamido)phenyl)-5-((6-(trifluoromethyl)pyridine-3-yl)amino)-1H-pyrazole-4-carboxamide